(1R,2R)-2-fluoro-N-(7-(6-((S)-1-hydroxybutyl-1-d)-4-methylpyridin-3-yl)-2,6-naphthyridin-3-yl)cyclopropane-1-carboxamide F[C@H]1[C@H](C1)C(=O)NC=1N=CC2=CC(=NC=C2C1)C=1C=NC(=CC1C)[C@@](CCC)([2H])O